6-[(3R)-3-(dimethylamino)pyrrolidin-1-yl]-N-(2-methylimidazo[1,2-a]pyrazin-6-yl)thieno[2,3-B]pyridine-2-carboxamide CN([C@H]1CN(CC1)C1=CC=C2C(=N1)SC(=C2)C(=O)NC=2N=CC=1N(C2)C=C(N1)C)C